bis(2,3-dicarboxyphenoxy)benzophenone C(=O)(O)C1=C(OC=2C(=C(C(=O)C3=CC=CC=C3)C=CC2)OC2=C(C(=CC=C2)C(=O)O)C(=O)O)C=CC=C1C(=O)O